3-(((1,3-diphenyl-1H-pyrazol-4-yl)methyl)amino)isonicotinic acid C1(=CC=CC=C1)N1N=C(C(=C1)CNC1=C(C(=O)O)C=CN=C1)C1=CC=CC=C1